N-(1-methylindazol-7-yl)-6-(4,4,4-trifluoro-3-oxobutanoyl)pyridine-3-sulfonamide CN1N=CC2=CC=CC(=C12)NS(=O)(=O)C=1C=NC(=CC1)C(CC(C(F)(F)F)=O)=O